3-(3-((2-(5-((4-chloro-6-fluoro-1H-indol-5-yl)oxy)-2-fluorophenyl)-1H-imidazol-5-yl)methyl)phenyl)propanoic acid ClC1=C2C=CNC2=CC(=C1OC=1C=CC(=C(C1)C=1NC(=CN1)CC=1C=C(C=CC1)CCC(=O)O)F)F